C1=CC=CC=2C3=CC=CC=C3C(C12)COC(=O)N[C@@H](CCNC(CCOCCOCCOCCOCCOCCOCCOCCOC)=O)C(=O)O (S)-30-((((9H-fluoren-9-yl)methoxy)carbonyl)amino)-26-oxo-2,5,8,11,14,17,20,23-octaoxa-27-aza-hentriacontan-31-oic acid